C1(CCC1)S(=O)C=1C=C2C(=NC1)N(N=C2)C2=CC(=CC=C2)C2=NN=CN2C2OCCCC2 5-cyclobutylsulfinyl-1-[3-(4-tetrahydropyran-2-yl-1,2,4-triazol-3-yl)phenyl]pyrazolo[3,4-b]pyridine